4-[(3S)-3-amino-3-methylpyrrolidin-1-yl]-5-(3-cyano-5-methoxyphenyl)-N-[(1S)-1-cyclopropylethyl]pyridine-3-carboxamide N[C@@]1(CN(CC1)C1=C(C=NC=C1C1=CC(=CC(=C1)OC)C#N)C(=O)N[C@@H](C)C1CC1)C